ClC1=C(C=C(C=C1N1CC2(CC1C)CNCC2)C#N)NC2=NC=1N(C(=N2)NC2CC2)N=CC1C#N 2-((2-chloro-5-cyano-3-(3-methyl-2,7-diazaspiro[4.4]nonan-2-yl)phenyl)amino)-4-(cyclopropylamino)pyrazolo[1,5-a][1,3,5]triazine-8-carbonitrile